gold-silver manganese [Mn].[Ag].[Au]